BrC=1C=C2C(=C(NC2=CC1)B1OC(C(O1)(C)C)(C)C)C 5-bromo-3-methyl-2-(4,4,5,5-tetramethyl-1,3,2-dioxaborolan-2-yl)-1H-indole